C1(=CC=CC=C1)NC1=CC=C(C=C1)N(C1=CC=CC=C1)C1=CC=CC=C1 triphenyl-1,4-phenylenediamine